isoquinolin-8-ylborane C1=NC=CC2=CC=CC(=C12)B